1-[3-(2-methoxyethoxy)-4-nitro-phenyl]-4-methyl-piperazine COCCOC=1C=C(C=CC1[N+](=O)[O-])N1CCN(CC1)C